(4-ethoxyphenyl)methyl-1-isopropyl-5-methylpyrazole C(C)OC1=CC=C(C=C1)CC1=NN(C(=C1)C)C(C)C